C(#N)C=1C=NN2C1N=C(C=C2NCC2=C(C=C(C=C2)C2=CC=CC=C2)F)NC[C@@H]2[C@H](CN(CC2)C(=O)OC(C)(C)C)O tert-butyl (3R,4R)-4-(((3-cyano-7-(((3-fluoro-[1,1'-biphenyl]-4-yl)methyl)amino)pyrazolo[1,5-a]pyrimidin-5-yl)amino)methyl)-3-hydroxypiperidine-1-carboxylate